5-(6-(4-((6-ethoxypyridin-3-yl)oxy)piperidin-1-yl)pyridin-3-yl)-7-(2-hydroxy-2-meth-ylpropoxy)imidazo[1,2-a]pyridine-3-carbonitrile C(C)OC1=CC=C(C=N1)OC1CCN(CC1)C1=CC=C(C=N1)C1=CC(=CC=2N1C(=CN2)C#N)OCC(C)(C)O